BrC=1C=NN(C1)C12CC(C1)(C2)C#N 3-(4-bromo-1H-pyrazol-1-yl)bicyclo[1.1.1]pentane-1-carbonitrile